C(C)OC(C(CCC)(C(C)=O)C)=O 2-methyl-2-acetylvaleric acid ethyl ester